C(C1=CC=CC=C1)C1=C(N=NN1C)C(=O)N[C@@H](C)C1=CC=C(C=C1)I (S)-5-Benzyl-N-(1-(4-iodophenyl)ethyl)-1-methyl-1H-1,2,3-triazole-4-carboxamide